C(C)(C)(C)OC(=O)O[C@@H]1[C@H]([C@H](N(C1)C(=O)OC(C)(C)C)CC1=CC=C(C=C1)OC)OC(C1=CC=C(C=C1)C1(N=N1)C(F)(F)F)=O tert-butyl (2R,3S,4S)-4-[(tert-butoxycarbonyl)oxy]-2-[(4-methoxyphenyl)methyl]-3-{4-[3-(trifluoromethyl)diazirin-3-yl]benzoyloxy}pyrrolidine-1-carboxylate